[1-[2-[tert-butyl(dimethyl)silyl]oxyethyl]-4-iodo-5-methyl-pyrazol-3-yl]methanol [Si](C)(C)(C(C)(C)C)OCCN1N=C(C(=C1C)I)CO